CCOC(=O)C1N(C=CC=C1)C(=O)OC(C)(C)C Pyridine-1,2-dicarboxylic acid 1-tert-butyl 2-ethyl ester